copper-indium-gallium sulfide [Ga]=S.[In].[Cu]